[(2R)-1-[7-chloro-8-fluoro-2-(methylsulfanyl)pyrido[4,3-d]pyrimidin-5-yl]azetidin-2-yl]methylpyrazole ClC1=C(C=2N=C(N=CC2C(=N1)N1[C@H](CC1)CC1=NNC=C1)SC)F